C1(CC1)N1N=CC(=C1)N1N=CC2=CC(=C(C=C12)N1CCN(CC1)C1(COC1)C)C#N 1-(1-cyclopropyl-1H-pyrazol-4-yl)-6-[4-(3-methyloxetan-3-yl)piperazin-1-yl]-1H-indazole-5-carbonitrile